N-vinyl-2-methylpropionamide C(=C)NC(C(C)C)=O